NC1=CC=C2C(=N1)CCC2NC([C@H](C)NC(=O)[C@@H]2NC[C@H](C2)CC=2SC1=C(N2)C=C(C=C1)Cl)=O (2R,4R)-N-((2S)-1-((2-amino-6,7-dihydro-5H-cyclopenta[b]pyridin-5-yl)amino)-1-oxopropan-2-yl)-4-((5-chlorobenzo[d]thiazol-2-yl)methyl)pyrrolidine-2-carboxamide